propionic acid (E)-hexenyl ester C(=C\CCCC)/OC(CC)=O